4-methyl-3-[1-(pyridin-3-ylmethyl)benzimidazol-2-yl]isoxazole CC=1C(=NOC1)C1=NC2=C(N1CC=1C=NC=CC1)C=CC=C2